1,1-bis[4-(4-amino-2-trifluoromethylphenoxy)-phenyl]-1-phenyl-ethane NC1=CC(=C(OC2=CC=C(C=C2)C(C)(C2=CC=CC=C2)C2=CC=C(C=C2)OC2=C(C=C(C=C2)N)C(F)(F)F)C=C1)C(F)(F)F